methyl 3-cyclopropyl-5-fluoropyridineformate C1(CC1)C=1C(=NC=C(C1)F)C(=O)OC